2-((((2-(diethylamino)ethyl)carbamoyl)oxy)methyl)propane-1,3-diyl bis(2-octyl decanoate) C(CCCCCCC)C(C(=O)OCC(COC(C(CCCCCCCC)CCCCCCCC)=O)COC(NCCN(CC)CC)=O)CCCCCCCC